N-(8-(ethylamino)-5-(5-methoxybenzo[d]oxazol-2-yl)-2,7-naphthyridin-3-yl)cyclopropanecarboxamide C(C)NC=1N=CC(=C2C=C(N=CC12)NC(=O)C1CC1)C=1OC2=C(N1)C=C(C=C2)OC